1,3-bis[2,6-bis(1-ethylpropyl)phenyl]-4,5-dichloro-2H-imidazol-1-ium C(C)C(CC)C1=C(C(=CC=C1)C(CC)CC)[NH+]1CN(C(=C1Cl)Cl)C1=C(C=CC=C1C(CC)CC)C(CC)CC